methyl (2S)-2-hydroxy-2,3-dihydro-1H-pyrrolizine-7a(5H)-carboxylate O[C@H]1CC2(C=CCN2C1)C(=O)OC